[(1Z)-5-(5-methyl-1,2,4-oxadiazol-3-yl)-2,3-dihydro-1H-inden-1-ylidene]hydroxylamine CC1=NC(=NO1)C=1C=C2CC/C(/C2=CC1)=N/O